CC1=NC=2C=CC(=CC2C2=C1C(N(C2=O)C2=CC=NC=C2)=O)S(=O)(=O)N2CCCCC2 4-methyl-8-(piperidine-1-sulfonyl)-2-(pyridin-4-yl)-1H,2H,3H-pyrrolo[3,4-c]quinoline-1,3-dione